O[C@@H]1CNCC[C@@H]1C(=O)OCC ethyl (3S,4S)-3-hydroxypiperidine-4-carboxylate